(R)-6-fluoro-1-(5-fluoro-2-methylphenyl)-4-oxo-7-(2-((pyridin-2-yloxy)methyl)pyrrolidin-1-yl)-1,4-dihydroquinoline-3-carboxylic acid FC=1C=C2C(C(=CN(C2=CC1N1[C@H](CCC1)COC1=NC=CC=C1)C1=C(C=CC(=C1)F)C)C(=O)O)=O